C1(CC1)S(=O)(=O)N1N=C(C(=C1)NC(=O)[C@@H]1S[C@](C[C@H]1C1=C(C(=C(C=C1)F)F)OC)(C(F)(F)F)C)C (2R,3S,5R)-N-(1-(cyclopropylsulfonyl)-3-methyl-1H-pyrazol-4-yl)-3-(3,4-difluoro-2-methoxyphenyl)-5-methyl-5-(trifluoromethyl)tetrahydrothiophene-2-carboxamide